methyl (Z)-3-(3-(1-ethoxyvinyl)-7-fluoro-1H-indazol-6-yl)-2-fluoroacrylate C(C)OC(=C)C1=NNC2=C(C(=CC=C12)\C=C(\C(=O)OC)/F)F